2-(3-(1-(4-(dimethylamino)but-2-enoyl)-2,3-dihydro-1H-pyrrolo[2,3-b]pyridin-5-yl)phenyl)-N-(5-(trifluoromethyl)thiazol-2-yl)propanamide CN(CC=CC(=O)N1CCC=2C1=NC=C(C2)C=2C=C(C=CC2)C(C(=O)NC=2SC(=CN2)C(F)(F)F)C)C